BrC1=CC(=C(C(=O)NC2=NC=C(C=C2)Br)C=C1)OC 4-bromo-N-(5-bromo-pyridin-2-yl)-2-methoxy-benzamide